ClC1=C(C(=O)NC2=NC=C(C=C2C)C#CC2=CC=CC=C2)C=C(C=C1)C=1C(=NN(C1)C)C 2-chloro-5-(1,3-dimethylpyrazol-4-yl)-N-[3-methyl-5-(2-phenylethynyl)-2-pyridyl]benzamide